N[C@H]1CN(CCC1)C1(CCC2=C(C=C(C=C12)Cl)Cl)OC1=CC=CC=C1 4-[[((3R)-3-Aminopiperidin-1-yl)-4,6-dichloro-2,3-dihydro-1H-inden-1-yl]oxy]benzene